(2S,3R)-3-(2,4-dimethylphenyl)-4-methylpentan-2-yl (3-hydroxy-4-methoxypicolinoyl)-L-alaninate OC=1C(=NC=CC1OC)C(=O)N[C@@H](C)C(=O)O[C@@H](C)[C@H](C(C)C)C1=C(C=C(C=C1)C)C